C(C1=CC=CC=C1)N1N=CC(=C1)CCNC(=O)O[C@H]1[C@H](N(C[C@@H]1OC(=O)OC(C)(C)C)C(=O)OC(C)(C)C)CC1=CC=C(C=C1)OC tert-butyl (2R,3S,4S)-3-({[2-(1-benzylpyrazol-4-yl)ethyl]carbamoyl}oxy)-4-[(tert-butoxycarbonyl)oxy]-2-[(4-methoxyphenyl)methyl]pyrrolidine-1-carboxylate